C(C)(C)(C)C1=NN=C(O1)C(=O)N1[C@H](C2=C(CC1)NC=N2)C2=NN1C(C(=CC=C1)C1CC1)=C2 (R)-(5-(tert-butyl)-1,3,4-oxadiazol-2-yl)(4-(4-cyclopropylpyrazolo[1,5-a]pyridin-2-yl)-1,4,6,7-tetrahydro-5H-imidazo[4,5-c]pyridin-5-yl)methanone